BrC1=CC=C(C=C1)NS(=O)(=O)C=1C=C(C=CC1)NC(C1=CC(=C(C=C1)OC)OC)=O N-(3-(N-(4-bromophenyl)sulfamoyl)phenyl)-3,4-dimethoxybenzamide